tert-butyl 3-(6-(benzyloxy)spiro[3.3]heptane-2-carbonyl)-5-methyl-2-oxopiperidine-1-carboxylate C(C1=CC=CC=C1)OC1CC2(CC(C2)C(=O)C2C(N(CC(C2)C)C(=O)OC(C)(C)C)=O)C1